dilithium 4-chloro-1,1'-biphenyl ClC1=CC=C(C=C1)C1=CC=CC=C1.[Li].[Li]